NC=1C=C(C=NC1)[C@H](C)N1CCOC=2C=3C1=NC=NC3C=C(C2Cl)C2=C(C(=CC(=N2)N)C)C(F)(F)F (S)-6-(4-(1-(5-aminopyridin-3-yl)ethyl)-8-chloro-5,6-dihydro-4H-[1,4]oxazepino[5,6,7-de]quinazolin-9-yl)-4-methyL-5-(trifluoromethyl)pyridin-2-amine